2-ethyl-1-hexyl phosphate dodecyl-diethanolamine salt C(CCCCCCCCCCC)N(CCO)CCO.P(=O)(OCC(CCCC)CC)(O)O